ethyl (R)-5-(2-fluorophenyl)-6,7-dihydro-5H-pyrrolo[1,2-b][1,2,4]triazole-2-carboxylate FC1=C(C=CC=C1)[C@H]1CCC=2N1N=C(N2)C(=O)OCC